2'-(2-(2-hydroxypropan-2-yl)pyrimidin-5-yl)-2,3-dihydro-6'H,8'H-spiro[indene-1,9'-pyrido[3',2':4,5]imidazo[2,1-c][1,4]oxazin]-6'-ol OC(C)(C)C1=NC=C(C=N1)C=1C=CC=2N=C3C(OCC4(N3C2N1)CCC1=CC=CC=C14)O